C(C)N(C(C(=O)C1=CNC2=CC=C(C(=C12)OC)C)=O)C(C)C N-ethyl-N-isopropyl-2-(4-methoxy-5-methyl-1H-indol-3-yl)-2-oxoacetamide